4-((2-(3,5-dimethyl-1H-pyrazol-1-yl)ethyl)(4-(5,6,7,8-tetrahydro-1,8-naphthyridin-2-yl)butyl)amino)-2-(quinazolin-4-ylamino)butanoic acid CC1=NN(C(=C1)C)CCN(CCC(C(=O)O)NC1=NC=NC2=CC=CC=C12)CCCCC1=NC=2NCCCC2C=C1